C(C)(C)C1=NOC2=CC=C3C=NC(=NC3=C21)NC2=NC=C(C(=C2)C)N2CCNCC2 9-isopropyl-N-(4-methyl-5-(piperazin-1-yl)pyridin-2-yl)isoxazolo[5,4-H]quinazolin-2-amine